N-n-pentadecanoyl-glycine C(CCCCCCCCCCCCCC)(=O)NCC(=O)O